COC1=NC=C(C(=N1)OC)C=1C=C(C=2N(N1)C=CN2)N2CC(C(C2)(F)F)(F)F 6-(2,4-dimethoxypyrimidin-5-yl)-8-(3,3,4,4-tetrafluoropyrrolidin-1-yl)imidazo[1,2-b]pyridazine